5-(cyclopropylmethoxy)-1-[trans-4-[pyridin-2-yloxy]cyclohexyl]-8-{trifluoromethyl}-5,6-dihydro-4H-[1,2,4]triazolo[4,3-a][1]benzazepine C1(CC1)COC1CC=2N(C3=C(C1)C=C(C=C3)C(F)(F)F)C(=NN2)[C@@H]2CC[C@H](CC2)OC2=NC=CC=C2